({6-[(1,3-benzothiazol-2-yl)amino]-5-methylpyridazin-3-yl}(methyl)amino)-5-(1-phenylazetidin-3-yl)-1,3-thiazole-4-carboxylic acid S1C(=NC2=C1C=CC=C2)NC2=C(C=C(N=N2)N(C)C=2SC(=C(N2)C(=O)O)C2CN(C2)C2=CC=CC=C2)C